CC(=O)N[C@@H]1[C@H]([C@@H]([C@H](O[C@H]1O)CO)O[C@H]2[C@@H]([C@H]([C@@H]([C@H](O2)CO)O[C@H]3[C@H]([C@H]([C@@H]([C@H](O3)CO[C@@H]4[C@H]([C@H]([C@@H]([C@H](O4)CO)O)O)O[C@H]5[C@@H]([C@H]([C@@H]([C@H](O5)CO)O[C@H]6[C@@H]([C@H]([C@H]([C@H](O6)CO)O)O[C@H]7[C@@H]([C@H]([C@@H]([C@H](O7)CO)O[C@H]8[C@@H]([C@H]([C@H]([C@H](O8)CO)O)O)O)O)NC(=O)C)O)O)NC(=O)C)O)O[C@@H]9[C@H]([C@H]([C@@H]([C@H](O9)CO)O)O)O[C@H]1[C@@H]([C@H]([C@@H]([C@H](O1)CO)O[C@H]1[C@@H]([C@H]([C@H]([C@H](O1)CO)O)O[C@H]1[C@@H]([C@H]([C@@H]([C@H](O1)CO)O[C@H]1[C@@H]([C@H]([C@H]([C@H](O1)CO)O)O)O)O)NC(=O)C)O)O)NC(=O)C)O)O)NC(=O)C)O The molecule is a branched amino oligosaccharide that is a tridecasaccharide derivative consisting of a linear trisaccharide of beta-D-mannose and two N-acetyl-beta-D-glucosamine residues (one of which is at the reducing end) all linked in sequence (1->4), to the mannosyl residue of which are linked (1->3) and (1->6) two beta-D-galactosyl-(1->4)-N-acetyl-beta-D-glucosaminyl-(1->3)-beta-D-galactosyl-(1->4)-N-acetyl-beta-D-glucosaminyl-(1->2)-alpha-D-mannosyl linear pentasaccharide units. It is an amino oligosaccharide and a glucosamine oligosaccharide.